COC1=CC=C(C=C1)N p-anisidine